CNC(=O)C=1C(=C2C3=C(CCN2C1)C=NC(=N3)N[C@@H]3CNCCC3)C (S)-N,10-dimethyl-2-(piperidin-3-ylamino)-5,6-dihydropyrimido[5,4-g]indolizine-9-carboxamide